O1C(CCOCCC1=O)=O 1,5-dioxocane-2,8-dione